BrC1=NC(=C2N1C=CN=C2N)I 3-bromo-1-iodoimidazo[1,5-a]pyrazin-8-amine